(3-((4-fluorophenyl)(hydroxy)methyl)piperidin-1-yl)methanone 2,4-ditert-butylphenylphosphit C(C)(C)(C)C1=C(C=CC(=C1)C(C)(C)C)OP(O)O.FC1=CC=C(C=C1)C(C1CN(CCC1)C=O)O